2-[2-Fluoro-4-[3-(4-methylsulfanylphenyl)-3-oxoprop-1-enyl]phenoxy]-2-methylpropanoic acid FC1=C(OC(C(=O)O)(C)C)C=CC(=C1)C=CC(=O)C1=CC=C(C=C1)SC